N[C@H](CC1CC1)C1=CC=C(C(=O)OCC)C=C1 |r| (±)-Ethyl 4-(1-amino-2-cyclopropyl-ethyl)benzoate